pyridazine-undecanone N1=NC(=CC=C1)CCCCCCCCCC(C)=O